(2E)-1-[2-(4-chlorophenyl)-7,7-dimethyl-3-(pyridin-4-yl)-6,7-dihydropyrazolo[1,5-a]pyrazin-5(4H)-yl]-4-(dimethylamino)but-2-en-1-one ClC1=CC=C(C=C1)C1=NN2C(CN(CC2(C)C)C(\C=C\CN(C)C)=O)=C1C1=CC=NC=C1